FC1=CC2=C(N(C(CCC2=O)=O)CC2=CC(=C(C=C2)C)F)C=C1 7-fluoro-1-(3-fluoro-4-methylbenzyl)-3,4-dihydro-1H-benzo[b]azepine-2,5-dione